5-chloro-2-[6-(hydroxymethyl)-5-methoxy-1-methyl-imidazo[4,5-b]pyridin-2-yl]-3-methyl-phenol ClC=1C=C(C(=C(C1)O)C=1N(C=2C(=NC(=C(C2)CO)OC)N1)C)C